(3-(trimethylsilylmethyl)-cyclopentadienyl)zirconium C[Si](C)(C)CC1=CC(C=C1)[Zr]